pentagalloyl-β-glucose C(C1=CC(O)=C(O)C(O)=C1)(=O)[C@]1([C@]([C@@]([C@]([C@](O)(O1)C(C1=CC(O)=C(O)C(O)=C1)=O)(O)C(C1=CC(O)=C(O)C(O)=C1)=O)(O)C(C1=CC(O)=C(O)C(O)=C1)=O)(O)C(C1=CC(O)=C(O)C(O)=C1)=O)CO